2,1,3-benzothiadiazole-5-formaldehyde N=1SN=C2C1C=CC(=C2)C=O